3-(4-(2-methylpropyl)-2-methylphenyl)propanal CC(CC1=CC(=C(C=C1)CCC=O)C)C